3-[[5-[3-(1,1-Difluoroethyl)-4-fluoro-phenyl]-3-pyridyl]methyl]oxazolidin-2-one FC(C)(F)C=1C=C(C=CC1F)C=1C=C(C=NC1)CN1C(OCC1)=O